BrC=1C=C(C=NC1)N1C(N(C(CC1)=O)CC1=CC=C(C=C1)OC)=O 1-(5-Bromopyridin-3-yl)-3-(4-methoxybenzyl)dihydropyrimidine-2,4(1H,3H)-dione